(4R,5R)-5-methyl-5-phenyl-4-(5-(phenylethynyl)-3-pyridinyl)-1,3-oxazolidin-2-one C[C@]1([C@H](NC(O1)=O)C=1C=NC=C(C1)C#CC1=CC=CC=C1)C1=CC=CC=C1